C(C)(C)(C)OC(=O)N1C2(CC2)CCC1OC 5-methoxy-4-azaspiro[2.4]heptane-4-carboxylic acid tert-butyl ester